rac-(3aR,5R,7S,7aR)-5-(2,4-dimethylphenyl)-1,3,3,5,7-pentamethylocta-hydrobenzo[c]isoxazole CC1=C(C=CC(=C1)C)[C@]1(C[C@@H]2[C@H](N(OC2(C)C)C)[C@H](C1)C)C |r|